cyclohexanone-d8 C1(C(C(C(C(C1)([2H])[2H])([2H])[2H])([2H])[2H])([2H])[2H])=O